FC1=CC2=C(N(C(N=C2)=O)C=2C(=NC=CC2S(=O)(=O)C)C)N=C1C1=C(C=CC=C1O)F 6-fluoro-7-(2-fluoro-6-hydroxyphenyl)-1-(2-methyl-4-(methylsulfonyl)pyridin-3-yl)pyridino[2,3-d]pyrimidin-2(1H)-one